CC=1N=C2N(N=C(C=C2C)C2=CC3=CN(N=C3C(=C2)O)C2CCNCC2)C1 5-(2,8-dimethylimidazo[1,2-b]pyridazin-6-yl)-2-(piperidin-4-yl)-2H-indazol-7-ol